C(C=C)(=O)OC1=C(C=C(C=C1C(C)(C)CC)C(C)(C)CC)C(C)C1=C(C(=CC(=C1)C(C)(C)CC)C(C)(C)CC)O 2-[1-(2-hydroxy 3,5-di-tert-pentylphenyl) ethyl]-4,6-di-tert-pentylphenyl acrylate